tert-Butyl 3-(4-(((methylsulfonyl)oxy)methyl)pent-4-enoyl)-6,7-dihydro-2H-pyrazolo[4,3-c]-pyridine-5(4H)-carboxylate CS(=O)(=O)OCC(CCC(=O)C=1NN=C2C1CN(CC2)C(=O)OC(C)(C)C)=C